Cl.NC=1C=CC(=NC1)C=1N=NN(C1NC(O[C@H](C)C=1C(=NC=C(C1)Cl)F)=O)C (R)-1-(5-chloro-2-fluoropyridin-3-yl)ethyl (4-(5-aminopyridin-2-yl)-1-methyl-1H-1,2,3-triazol-5-yl)carbamate hydrochloride